C(C)C=1C=NN2C1N=C(C=C2NCC=2C=CC(=NC2)CCOCCOCCOCCOCCOCCOCCN(C\C=C\C(=O)OC)C)N2[C@@H](CCCC2)CCO (S,E)-methyl 1-(5-(((3-ethyl-5-(2-(2-hydroxyethyl)piperidin-1-yl)pyrazolo[1,5-a]pyrimidin-7-yl)amino)methyl)pyridin-2-yl)-21-methyl-3,6,9,12,15,18-hexaoxa-21-azapentacos-23-en-25-oate